4-amino-3-chloro-5-(trifluoromethoxy)benzoic acid methyl ester COC(C1=CC(=C(C(=C1)OC(F)(F)F)N)Cl)=O